FCC=1C=C(C=CC1N)O 3-fluoromethyl-4-aminophenol